FC1=CC(=C(C=C1)[C@H]1[C@@H](O[C@](C1)(C(F)(F)F)C)C(=O)NC1=CC(=NC=C1)S(=O)(=O)C)OC |r| rac-(2r,3s,5r)-3-(4-fluoro-2-methoxyphenyl)-5-methyl-N-(2-(methylsulfonyl)pyridin-4-yl)-5-(trifluoromethyl)tetrahydrofuran-2-carboxamide